C(CCCCCCCCCCCCCCCCCCCCCCCCCCCC)C=1C=C(C=C(O)C1)O 5-Nonacosylresorcinol